FC1=C(C=CC=C1)[S+](C1=CC=CC=C1)C1=C(C=CC=C1)F bis(fluorophenyl)phenylsulfonium